tert-butyl rac-(4aS,7aS)-6-[[4-(3-cyanophenyl)-5-[2-(difluoromethyl)-6-methyl-4-pyridyl]thiazol-2-yl]carbamoyl]-2,3,4a,5,7,7a-hexahydropyrrolo[3,4-b][1,4]oxazine-4-carboxylate C(#N)C=1C=C(C=CC1)C=1N=C(SC1C1=CC(=NC(=C1)C)C(F)F)NC(=O)N1C[C@@H]2OCCN([C@H]2C1)C(=O)OC(C)(C)C |r|